N'2,N'7-Bis(pyridin-4-ylmethylene)-1,8-naphthyridine-2,7-dicarbohydrazide N1=CC=C(C=C1)C=NNC(=O)C1=NC2=NC(=CC=C2C=C1)C(=O)NN=CC1=CC=NC=C1